CC1(CC2=C(N(C=N2)C2=CC=CC=C2)C(O1)=O)C 6,6-dimethyl-3-phenyl-3H,4H,6H,7H-pyrano[3,4-d]imidazol-4-one